C(C)(C)N1N=CC2=CC(=CC=C12)[C@@H]1NC[C@H](CC1)C |r| 1-isopropyl-5-[rac-(2R,5S)-5-methyl-2-piperidyl]indazole